(R)-3-[N-(tert-butoxycarbonyl)amino]-4-(2,4,5-trifluorophenyl)butanoic acid C(C)(C)(C)OC(=O)N[C@@H](CC(=O)O)CC1=C(C=C(C(=C1)F)F)F